cyclopentadienyl-tris(dimethylamino)hafnium C1(C=CC=C1)[Hf](N(C)C)(N(C)C)N(C)C